methyl 7-(1,3-dioxolan-2-yl)-3-methyl-2-oxo-1-((2-(trimethylsilyl)ethoxy)methyl)-2,3-dihydro-1H-benzo[d]imidazole-5-carboxylate O1C(OCC1)C1=CC(=CC2=C1N(C(N2C)=O)COCC[Si](C)(C)C)C(=O)OC